4-[2-(6,7-dimethoxy-4-methyl-3-oxo-3,4-dihydroquinoxalinyl)ethyl]-1,2,4-triazolin-3,5-dione COC=1C=C2N(C(C(=NC2=CC1OC)CCN1C(N=NC1=O)=O)=O)C